6-phenyl-5H-benzo[c][2,1]benzazaphosphine C1(=CC=CC=C1)P1NC2=C(C3=C1C=CC=C3)C=CC=C2